2-(4-((2,6-dimethylmorpholinyl)methyl)piperidin-1-yl)-3-(1-hydroxyethyl)benzonitrile CC1CN(CC(O1)C)CC1CCN(CC1)C1=C(C#N)C=CC=C1C(C)O